2-methyl-1-(2-(trifluoromethyl)benzoyl)piperidine-4-carboxylic acid CC1N(CCC(C1)C(=O)O)C(C1=C(C=CC=C1)C(F)(F)F)=O